NC=1N=C(C=C2C=C(N=CC12)NC(=O)N[C@H]1C(N(CC1)C)=O)C=1C=NC=CC1CC 1-[8-amino-6-(4-ethyl-3-pyridyl)-2,7-Naphthyridin-3-yl]-3-[(3R)-1-methyl-2-oxo-pyrrolidin-3-yl]Urea